COC=1N=C2C(=CC=NC2=CC1OC)OC1=C(C=C(C=C1)NC(=O)C=1C=NC(=C(C1O)C1=COC=C1)C)F N-[4-[(6,7-Dimethoxy-1,5-naphthyridin-4-yl)oxy]-3-fluoro-phenyl]-5-(3-furyl)-4-hydroxy-6-methyl-pyridine-3-carboxamide